C1=CC=CC=2C3=CC=CC=C3C(C12)COC(NCC(C)(S)C)=O N-(2-methyl-2-sulfanyl-propyl)carbamic acid 9H-fluoren-9-ylmethyl ester